FC1=C(CN)C(=CC=C1)F 2,6-difluorobenzyl-ammonia